FC=1C=CC(=C(C(=O)NCC2=CC=C(C=C2)B(O)O)C1)OC (4-((5-fluoro-2-methoxybenzamido)methyl)phenyl)boronic acid